ClC(C(=O)OCC)=C ethyl α-chloroacrylate